(S)-6-(4-Ethyl-3-(hydroxymethyl)-5-oxo-4,5-dihydro-1H-1,2,4-triazol-1-yl)-5-fluoro-N-(2-methoxy-4-methylpyridin-3-yl)-2-((1,1,1-trifluoropropan-2-yl)oxy)nicotinamide C(C)N1C(=NN(C1=O)C1=NC(=C(C(=O)NC=2C(=NC=CC2C)OC)C=C1F)O[C@H](C(F)(F)F)C)CO